6-(3-cyclopropyl-1H-pyrazol-4-yl)-N-methylpyridin-2-amine C1(CC1)C1=NNC=C1C1=CC=CC(=N1)NC